COC1=CC2=C(C3=C1N=CO3)C=C(S2)C(CCC(=O)O)=O 4-(4-methoxythieno[3',2':3,4]benzo[1,2-d]oxazol-7-yl)-4-oxobutanoic acid